((1S,4S,5S)-4-(2,6-dimethoxy-4-(2-methyloctan-2-yl)phenyl)-6,6-dimethylbicyclo[3.1.1]hept-2-en-2-yl)methylamine COC1=C(C(=CC(=C1)C(C)(CCCCCC)C)OC)[C@H]1C=C([C@@H]2C([C@H]1C2)(C)C)CN